CC1=CN=C2N1C=C(C=N2)C=2C=CN1N=C(N=CC12)N[C@@H]1CC[C@@H](CC1)N cis-N1-(5-(3-methylimidazo[1,2-a]pyrimidin-6-yl)pyrrolo[2,1-f][1,2,4]triazin-2-yl)cyclohexane-1,4-diamine